ClC1=CC(=C(OCC=2OC(=CN2)CC2CCN(CC2)CC2=NC3=C(N2CC2=CN=CN2CC)C=C(C=C3)C(=O)O)C=C1)C 2-{[4-({2-[(4-chloro-2-methylphenoxy)methyl]-1,3-oxazol-5-yl}methyl)piperidin-1-yl]methyl}-1-[(1-ethyl-1H-imidazol-5-yl)methyl]-1H-1,3-benzodiazole-6-carboxylic acid